N-(3-chloro-4-(4-(1-methylpiperidine-4-carbonyl)piperazine-1-carbonyl)phenyl)-5-(1-(cyanomethyl)-3-(trifluoromethyl)-1H-pyrazol-4-yl)-1-methyl-1H-imidazole-2-carboxamide ClC=1C=C(C=CC1C(=O)N1CCN(CC1)C(=O)C1CCN(CC1)C)NC(=O)C=1N(C(=CN1)C=1C(=NN(C1)CC#N)C(F)(F)F)C